bis(2-hydroxyethyl)oleylamine OCCN(CCCCCCCC\C=C/CCCCCCCC)CCO